O[C@@H]1[C@H]([C@H](CC1)N1C(C(=CC2=C1N=C(N=C2)NC2(C(CN(CC2([2H])[2H])S(=O)(=O)C)([2H])[2H])[2H])C([2H])(F)F)=O)C (+)-8-((1S,2S,3S)-3-hydroxy-2-methylcyclopentyl)-6-(difluoromethyl-d)-2-((1-(methylsulfonyl)piperidin-4-yl-3,3,4,5,5-d5)-amino)pyrido[2,3-d]pyrimidin-7(8H)-one